ClC1=C(C=C2CCNCC2=C1)NC1=NC=C(C(=N1)NCCCN1C(CCCC1)=O)C(F)(F)F 1-(3-(2-(7-chloro-1,2,3,4-tetrahydroisoquinolin-6-ylamino)-5-(trifluoromethyl)pyrimidin-4-ylamino)propyl)piperidin-2-one